CC1=C(C=C(C(=O)N)C=C1)N1CN(C(C2=CC(=CC=C12)C(F)(F)F)=O)C1=C(NC(C=C1)=O)C 4-Methyl-3-(3-(2-methyl-6-oxo-1,6-dihydropyridin-3-yl)-4-oxo-6-(trifluoromethyl)-3,4-dihydroquinazolin-1(2H)-yl)benzamide